2-(4-(tert-butyl)benzoyl)isoindoline-1,3-dione C(C)(C)(C)C1=CC=C(C(=O)N2C(C3=CC=CC=C3C2=O)=O)C=C1